NC1=CC=C(C(=C1C(=O)N(C)C)F)C=1C(=C2C(=NC1)NCC21CCC(CC1)S(=O)(=O)C)Cl 6-Amino-3-((1r,4r)-4'-chloro-4-(methylsulfonyl)-1',2'-dihydrospiro[cyclohexane-1,3'-pyrrolo[2,3-b]pyridin]-5'-yl)-2-fluoro-N,N-dimethylbenzamide